5-chloro-2-(difluoromethyl)-N-((1r,4r)-4-((3-(isoquinolin-4-yl)-2-oxo-2,3-dihydro-1H-benzo[d]imidazol-1-yl)methyl)cyclohexyl)nicotinamide ClC=1C=NC(=C(C(=O)NC2CCC(CC2)CN2C(N(C3=C2C=CC=C3)C3=CN=CC2=CC=CC=C32)=O)C1)C(F)F